2-(phenylamino)acetic acid C1(=CC=CC=C1)NCC(=O)O